N-Ethyl-4-({2-[(cis)-4-(2-Chloro-4-fluorophenyl)-cyclohexyl]ethyl}amino)oxan C(C)N(C1CCOCC1)CC[C@@H]1CC[C@@H](CC1)C1=C(C=C(C=C1)F)Cl